C(C)(C)(C)OC(=O)N1[C@@H](C[C@H](C1)O)C(NC1=CC=CC=2NC(N(C21)C2CCC(CC2)C(NC2=CC(=C(C=C2)C)OC)=O)=O)=O (2s,4r)-4-hydroxy-2-[[1-cis-[4-[(3-methoxy-4-methyl-phenyl)carbamoyl]cyclohexyl]-2-oxo-3H-benzoimidazol-4-yl]carbamoyl]pyrrolidine-1-carboxylic acid tert-butyl ester